tert-Butyl N-[(1S,2R,3S,5R)-2-fluoro-8-azabicyclo[3.2.1]octan-3-yl]carbamate F[C@@H]1[C@@H]2CC[C@H](C[C@@H]1NC(OC(C)(C)C)=O)N2